N,N'-di(3-aminopropyl)-1,4-butanediamine NCCCNCCCCNCCCN